COC1=C(C=CC=C1)C(CN1C(N(C(C2=C1SC(=C2C)C=2OC=CN2)=O)C=2C=C1C(N(C(C1=CC2)=O)C)=O)=O)OC2CCOCC2 1-(2-(2-methoxyphenyl)-2-((tetrahydro-2H-pyran-4-yl)oxy)ethyl)-5-methyl-3-(2-methyl-1,3-dioxoisoindolin-5-yl)-6-(oxazol-2-yl)thieno[2,3-d]pyrimidine-2,4(1H,3H)-dione